1-bromo-9-(p-tolyl)-9H-carbazole BrC1=CC=CC=2C3=CC=CC=C3N(C12)C1=CC=C(C=C1)C